COC(C1CCN(CC1)C1=C(C=C(C=C1)C1C(COC2=CC(=CC=C12)O)C1=C(C=CC=C1)F)F)OC 4-(4-(4-(dimethoxymethyl)piperidin-1-yl)-3-fluorophenyl)-3-(2-fluorophenyl)chroman-7-ol